N(N)CC(=O)O 2-HYDRAZINYLACETIC ACID